IC1=CC=C(C(=O)OC(C)(C)C)C=C1 Tertiary butyl 4-iodobenzoate